(1S,2S,3S,5R)-3-(2-((S)-1-aminoethyl)-4-fluorophenoxy)-5-(4-methyl-7H-pyrrolo[2,3-d]pyrimidin-7-yl)cyclopentane-1,2-diol N[C@@H](C)C1=C(O[C@@H]2[C@H]([C@H]([C@@H](C2)N2C=CC3=C2N=CN=C3C)O)O)C=CC(=C1)F